C1(CCC1)CNC12COC(CC1)(CC2)CN2N=C(C=1CN(CCC12)C1=C2C(=NC(=C1)C)N(N=C2)C)C N-(cyclobutylmethyl)-1-((5-(1,6-dimethyl-1H-pyrazolo[3,4-b]pyridin-4-yl)-3-methyl-4,5,6,7-tetrahydro-1H-pyrazolo[4,3-c]pyridin-1-yl)methyl)-2-oxabicyclo[2.2.2]octan-4-amine